1-((2-(2,6-dioxopiperidin-3-yl)-1,3-dioxoisoindolin-4-yl)methyl)piperidin-3-yl trifluoromethanesulfonate FC(S(=O)(=O)OC1CN(CCC1)CC1=C2C(N(C(C2=CC=C1)=O)C1C(NC(CC1)=O)=O)=O)(F)F